C(C)(C)(C)N1C[Si](C2=C(C1=O)C(=C(C(=C2)OC)OC)Cl)(C)C 3-(tert-butyl)-5-chloro-6,7-dimethoxy-1,1-dimethyl-2,3-dihydrobenzo[d][1,3]azasilin-4(1H)-one